NC1=C(C(=NN1C(C)C)C1=CC=C(C=C1)CC(=O)NC1=CC(=NO1)C1CC(C1)(C)C)C(=O)N 5-Amino-3-(4-(2-((3-(3,3-dimethylcyclobutyl)isoxazol-5-yl)amino)-2-oxoethyl)phenyl)-1-isopropyl-1H-pyrazole-4-carboxamide